ClC1=CC(=C(N=N1)C(=O)O)NC1=NC=CC(=C1OC)C1=NN(N=C1)C 6-chloro-4-((3-methoxy-4-(2-methyl-2H-1,2,3-triazol-4-yl)pyridin-2-yl)amino)pyridazine-3-carboxylic acid